C(C)(C)(C)OC(=O)N[C@H](C(=O)OC)CC1=CN(C2=NC=CC=C21)S(=O)(=O)C2=CC=C(C=C2)C methyl (2S)-2-{[(tert-butoxy)carbonyl]amino}-3-[1-(4-methylbenzenesulfonyl)-1H-pyrrolo[2,3-b]pyridin-3-yl]propanoate